FC1=CC(=C(C(=C1)OC[C@@H]1CNCCC1)C1=CC(=NN1)NC=1N=CC(=NC1)C#N)OC (S)-5-((5-(4-fluoro-2-methoxy-6-(piperidin-3-ylmethoxy)phenyl)-1H-pyrazol-3-yl)amino)pyrazine-2-carbonitrile